BrCC1=CC=C(C=C1)SC 1-(bromomethyl)-4-methylsulfanyl-benzene